5,6-Difluoro-7-(neopentylamino)-2-(((tetrahydro-2H-pyran-4-yl)thio)methyl)quinazolin-4(3H)-one FC1=C2C(NC(=NC2=CC(=C1F)NCC(C)(C)C)CSC1CCOCC1)=O